N[C@H]1CN(CCC1)C(=O)C1=CC2=C(N(C(=N2)C2=CC=3C=4N2CCN(C4C=CC3)C)C)C(=C1)OC (R)-(3-aminopiperidin-1-yl)(7-methoxy-1-methyl-2-(1-methyl-2,3-dihydro-1H-pyrrolo[1,2,3-de]quinoxalin-5-yl)-1H-benzo[d]imidazol-5-yl)methanone